3-[4-[2-[4-[(3R,5R)-5-[(5-bromo-1-methyl-6-oxo-pyridazin-4-yl)amino]-1-methyl-3-piperidyl]benzoyl]-2,7-diazaspiro[4.4]nonan-7-yl]phenyl]piperidine-2,6-dione BrC1=C(C=NN(C1=O)C)N[C@@H]1C[C@@H](CN(C1)C)C1=CC=C(C(=O)N2CC3(CC2)CN(CC3)C3=CC=C(C=C3)C3C(NC(CC3)=O)=O)C=C1